NC1=NC=2C=CC(=CC2C2=C1C=NN2)C(=O)N(CC2=NC=C(C=C2)C(F)(F)F)N2C(CCCC2)=O 4-amino-N-(2-oxo-1-piperidyl)-N-[[5-(trifluoromethyl)-2-pyridyl]methyl]-1H-pyrazolo[4,3-c]quinoline-8-carboxamide